O-methyl-serine methyl ester hydrochloride Cl.COC([C@@H](N)COC)=O